FC1(C(CCC1)CC(=O)O)F 2-(2,2-difluorocyclopentyl)acetic acid